2-Methyl-2-(2-methyl-4-((5-oxo-4-(4-(trifluoromethyl)phenyl)-4,5-dihydro-1H-1,2,4-triazol-1-yl)methyl)-6-(trifluoromethyl)phenoxy)propionic acid CC(C(=O)O)(C)OC1=C(C=C(C=C1C(F)(F)F)CN1N=CN(C1=O)C1=CC=C(C=C1)C(F)(F)F)C